N[C@@H](CN1C[C@@](CC1)(O)C)C |o1:1,5| (R or S)-1-((R or S)-2-aminopropyl)-3-methylpyrrolidin-3-ol